3-ethyl-5-(8-ethynyl-6-(pyridin-2-yl)-4H-benzo[f]imidazo[1,5-a][1,4]diazepin-3-yl)-1,2,4-oxadiazole C(C)C1=NOC(=N1)C=1N=CN2C1CN=C(C1=C2C=CC(=C1)C#C)C1=NC=CC=C1